C1(CCC12OCCO2)N2N=CC(=C2)C=2C(=C(C=CC2)NC2=CC(=NC=C2C(=O)N)NC(=O)C2CC21CCC1)OC 4-((3-(1-(5,8-dioxaspiro[3.4]octan-1-yl)-1H-pyrazol-4-yl)-2-methoxyphenyl)amino)-6-(spiro[2.3]hexane-1-carboxamido)nicotinamide